5-(3-(benzyloxy)-4-nitrophenyl)-3-cyano-4-(4-cyano-3-fluorophenyl)pyridine C(C1=CC=CC=C1)OC=1C=C(C=CC1[N+](=O)[O-])C=1C(=C(C=NC1)C#N)C1=CC(=C(C=C1)C#N)F